10-bromo-9-fluoro-3-methyl-5,6-dihydro-2H-[1,4]oxazino[2,3,4-ij]quinolin-7(3H)-one BrC1=C(C=C2C(CCN3C2=C1OCC3C)=O)F